FC(OC1=CC=C(CN2C=C(C3=CC=CC=C23)C(=O)O)C=C1)F 1-(4-(difluoromethoxy)benzyl)-1H-indole-3-carboxylic acid